imino(2-fluorophenyl)(methyl)-λ6-sulfanone N=S(=O)(C)C1=C(C=CC=C1)F